2-{4-[5-chloro-2-(4,5-dihydro-1,2-oxazol-3-yl)phenyl]-5-methoxy-2-oxopyridin-1(2H)-yl}pentanoic acid tert-butyl ester C(C)(C)(C)OC(C(CCC)N1C(C=C(C(=C1)OC)C1=C(C=CC(=C1)Cl)C1=NOCC1)=O)=O